3-methylenecyclopentyl 2-((tert-butoxycarbonyl) amino)-2-phenylacetate C(C)(C)(C)OC(=O)NC(C(=O)OC1CC(CC1)=C)C1=CC=CC=C1